C(C)(C)C1=C(NC2=CC=C(C=C12)C1CCN(CC1)CCC)C=1C=C(C2=C(N(C=N2)C)C1)C 6-(3-isopropyl-5-(1-propylpiperidin-4-yl)-1H-indol-2-yl)-1,4-dimethyl-1H-benzo[d]imidazole